FC(C1(CC1)CCN1N=CC(=C1)NC(OC(C)(C)C)=O)(F)F tert-butyl (1-(2-(1-(trifluoromethyl)cyclopropyl)ethyl)-1H-pyrazol-4-yl)carbamate